N-(4-cyanonaphthalen-1-yl)-2-(4-((4-(4-(2-(2,6-dioxopiperidin-3-yl)-1,3-dioxoisoindolin-5-yl)piperazin-1-yl)cyclohexyl)ethynyl)-1H-pyrazol-1-yl)-2-methylpropanamide C(#N)C1=CC=C(C2=CC=CC=C12)NC(C(C)(C)N1N=CC(=C1)C#CC1CCC(CC1)N1CCN(CC1)C=1C=C2C(N(C(C2=CC1)=O)C1C(NC(CC1)=O)=O)=O)=O